3-(tert-butyl)-N-((4-methyl-1-(6-(1-methyl-1H-pyrazol-4-yl)pyrazolo[1,5-a]pyrazin-4-yl)piperidin-4-yl)methyl)-1,2,4-oxadiazole-5-carboxamide C(C)(C)(C)C1=NOC(=N1)C(=O)NCC1(CCN(CC1)C=1C=2N(C=C(N1)C=1C=NN(C1)C)N=CC2)C